p-morpholinyl-nitrobenzene N1(CCOCC1)C1=CC=C(C=C1)[N+](=O)[O-]